tert-butyl 1-ethynyl-3-azabicyclo[3.1.0]hexane-3-carboxylate C(#C)C12CN(CC2C1)C(=O)OC(C)(C)C